CN1C(N(CC2=CC(=CC=C12)[NH3+])CCC(=O)NC)=O [1-methyl-3-[3-(methylamino)-3-oxo-propyl]-2-oxo-4H-quinazolin-6-yl]ammonium